1,1,1-trifluoro-2-ethoxyethane FC(COCC)(F)F